C(#N)C1=NC2=CC(=CC(=C2N=C1N1CCN(CC1)C1=C2C=CN=CC2=C(C=C1)C#N)[C@@H](C)NC1=C(C(=O)O)C=CC=C1)C (R)-2-((1-(2-cyano-3-(4-(8-cyanoisoquinolin-5-yl)piperazin-1-yl)-7-methylquinoxalin-5-yl)ethyl)amino)-benzoic acid